5-(4-chloro-2-fluorophenyl)-2,3-dimethyl-7-(3-(3-pyridyl)-1-pyrrolidinyl)pyrido[4,3-d]pyrimidin-4(3H)-one ClC1=CC(=C(C=C1)C1=NC(=CC=2N=C(N(C(C21)=O)C)C)N2CC(CC2)C=2C=NC=CC2)F